CC1CCC=2C(=NC3=CC=CC=C3C2C)O1 2,5-dimethyl-3,4-dihydro-2H-pyrano[2,3-b]quinoline